[N+](=O)([O-])C1=CC(=C(N)C=C1)C(=C)C1=CC=CC=C1 4-Nitro-2-(1-phenylvinyl)aniline